2-(tert-butyl) 3-((1R,3S)-3-(3-(2-(2-formyl-3-hydroxy-5-methoxyphenoxy)acetamido)-1H-pyrazol-5-yl)cyclopentyl) 2,3-diazabicyclo[2.2.1]heptane-2,3-dicarboxylate C12N(N(C(CC1)C2)C(=O)O[C@H]2C[C@H](CC2)C2=CC(=NN2)NC(COC2=C(C(=CC(=C2)OC)O)C=O)=O)C(=O)OC(C)(C)C